CN1C=C(C=C(C1=O)C)C1=NC(=NC=C1CC)NS(=O)(=O)CC N-[4-(1,5-dimethyl-6-oxopyridin-3-yl)-5-ethylpyrimidin-2-yl]ethanesulfonamide